5-amino-2-[(1R,4R)-4-(2-hydroxyethyl)cyclohexyl]indazole-6-carboxylic acid methyl ester COC(=O)C=1C(=CC2=CN(N=C2C1)C1CCC(CC1)CCO)N